(S)-(4,5-dihydro-7H-thieno[2,3-c]pyran-7-yl)-N-methyl-methylamine R-mandelate C([C@H](O)C1=CC=CC=C1)(=O)O.S1C=CC2=C1[C@H](OCC2)N(C)C